BrC=1N=CC(=NC1)N1CCC2([C@@H]([C@@H](OC2)C)N)CC1 (3S,4S)-8-(5-bromopyrazin-2-yl)-3-methyl-2-Oxa-8-azaspiro[4.5]decan-4-amine